R-(-)-phenylglycolic acid C1(=CC=CC=C1)[C@H](C(=O)O)O